tris(2-hydroxyethyl)isocyanuric acid Triacrylate C(C=C)(=O)O.C(C=C)(=O)O.C(C=C)(=O)O.OCCN1C(N(C(N(C1=O)CCO)=O)CCO)=O